CCC(CC)NC1=CC(=C(C=C1)C)C N-(1-ethylpropyl)-3,4-dimethylaniline